C(C)N(C1=CC=C(C=C1)[N+]#[C-])CC 4-(DIETHYLAMINO)PHENYL ISOCYANIDE